BrC=1C=CC(=NC1C(=O)OC(C)(C)C)N1CC2=C(C=CC=C2CC1)C(=O)OC methyl 2-(5-bromo-6-tert-butoxycarbonyl-2-pyridyl)-3,4-dihydro-1H-isoquinoline-8-carboxylate